10,10-dimethyl-9-oxo-4-(pyrimidin-2-yl)-1-oxa-4-azaspiro[5.5]undec-7-ene-8-carbonitrile CC1(C(C(=CC2(CN(CCO2)C2=NC=CC=N2)C1)C#N)=O)C